5-(2-(pyrrolidin-1-yl)ethyl)naphthalen-2-ol N1(CCCC1)CCC1=C2C=CC(=CC2=CC=C1)O